2,5'-dibromo-4,5,2'-trihydroxybenzophenone BrC1=C(C(=O)C2=C(C=CC(=C2)Br)O)C=C(C(=C1)O)O